4-(4-Cyano-5-hydroxy-[2,2']bipyridinyl-6-yl)-4-oxo-butyric acid ethyl ester C(C)OC(CCC(=O)C1=C(C(=CC(=N1)C1=NC=CC=C1)C#N)O)=O